C(C)C1=C(C(=C(C(=C1CC)OCC)CC)C)O 2,3,5-Triethyl-6-methyl-4-ethoxyphenol